(S)-2-(2-chloro-6-(trifluoromethyl)phenyl)-3-methyl-9-(1-(pyrrolidin-3-yl)-1H-pyrazol-4-yl)imidazo[2,1-f][1,6]naphthyridine ClC1=C(C(=CC=C1)C(F)(F)F)C=1N=C2C=3C=C(C=NC3C=CN2C1C)C=1C=NN(C1)[C@@H]1CNCC1